N-(5-(2-(azetidin-1-yl)acetamido)-2-methylpyridin-3-yl)-2-(2-ethoxypyridin-3-yl)pyrazolo[5,1-b]thiazole-7-carboxamide N1(CCC1)CC(=O)NC=1C=C(C(=NC1)C)NC(=O)C=1C=NN2C1SC(=C2)C=2C(=NC=CC2)OCC